diphenyl-(4-thiophenyloxyphenyl)sulfonium C1(=CC=CC=C1)[S+](C1=CC=C(C=C1)OC=1SC=CC1)C1=CC=CC=C1